C(C1=CC=CC=C1)OC1=NC(=CC=C1C1=CC=C(C=C1)N1CCC(CC1)CCO)OCC1=CC=CC=C1 2-(1-[4-[2,6-bis(benzyloxy)pyridin-3-yl]phenyl]piperidin-4-yl)ethanol